CC(=O)OC1C=CC(C)=CC=1 P-TOLYL ACETATE